C(#N)C=1C=C(C=CC1)C1=CC(=CC=C1)O 3-cyano-3'-hydroxybiphenyl